1-(4-((5-methyl-1H-pyrazol-3-yl)amino)thieno[2,3-d]pyrimidin-2-yl)piperidine-4-carboxamide CC1=CC(=NN1)NC=1C2=C(N=C(N1)N1CCC(CC1)C(=O)N)SC=C2